CN1CCC(CC1)OC(=O)N1CC=2NC(=NC2C1)C1=NNC2=CC=C(C=C12)OC(C)C1=CC(=CC(=C1)F)F 1-methylpiperidin-4-yl-2-(5-(1-(3,5-difluorophenyl) ethoxy)-1H-indazol-3-yl)-4,6-dihydropyrrolo[3,4-d]imidazole-5(1H)-carboxylate